1,3-dibromoethylbenzene BrC(C)C1=CC(=CC=C1)Br